ClC1=C(C=CC(=C1)Cl)C(COC=1C=C(C#N)C=CC1F)=O 3-(2-(2,4-dichlorophenyl)-2-oxoethoxy)-4-fluorobenzonitrile